P(=O)(O)(O)O.OC(=O)CCCC[C@@H]1SC[C@@H]2NC(=O)N[C@H]12.OC(=O)CCCC[C@@H]1SC[C@@H]2NC(=O)N[C@H]12 bis-biotin phosphate